C1(=CC(=CC=C1)CCCCCCCCCCCCCN)CCCCCCCCCCCCCN N'-(1,3-phenylenedi(methylene))bis(dodecane-1-amine)